4-benzyloxy-5,6-difluoro-naphthalen-2-ol C(C1=CC=CC=C1)OC1=CC(=CC2=CC=C(C(=C12)F)F)O